Cl.C1(OCCN2N=C3C=CC=CC3=C21)CN(C2CC2)C N-((3,4-dihydro-1H-[1,4]oxazino[4,3-b]indazol-1-yl)methyl)-N-methylcyclopropanamine hydrogen chloride salt